phenyldiazonium tetrakis-(2,3,4,6-tetrafluorophenyl)borate FC1=C(C(=CC(=C1F)F)F)[B-](C1=C(C(=C(C=C1F)F)F)F)(C1=C(C(=C(C=C1F)F)F)F)C1=C(C(=C(C=C1F)F)F)F.C1(=CC=CC=C1)[N+]#N